2-[[4-chloro-3-[1-(2-trimethylsilylethoxymethyl)pyrazol-3-yl]pyrrolo[2,3-b]pyridin-1-yl]methoxy]ethyl-trimethyl-silane ClC1=C2C(=NC=C1)N(C=C2C2=NN(C=C2)COCC[Si](C)(C)C)COCC[Si](C)(C)C